(1-(5-(2-chloro-4-phenoxybenzoyl)-7H-pyrrolo[2,3-d]pyrimidin-4-yl)pyrrolidin-3-yl)(4-methylpiperazin-1-yl)methanone ClC1=C(C(=O)C2=CNC=3N=CN=C(C32)N3CC(CC3)C(=O)N3CCN(CC3)C)C=CC(=C1)OC1=CC=CC=C1